CC(=CCC1=C(C=C(C=C1O)CCC1=CC=C(C=C1)O)O)C 2-(3-Methyl-2-butenyl)-5-[2-(4-hydroxyphenyl)ethyl]-1,3-benzenediol